(E)-3-(3-(trifluoromethyl)phenyl)acrylamide tellurium germanate [GeH](=O)[O-].[Te+2].FC(C=1C=C(C=CC1)/C=C/C(=O)N)(F)F.[GeH](=O)[O-]